COC(=O)C=1C(C(=C(OC1C)N)C#N)C1=C(C(=NS1)Cl)Cl 2-amino-3-cyano-4-(3,4-dichloro-5-isothiazolyl)-6-methyl-4H-pyran-5-carboxylic acid methyl ester